tert-Butyl 2-(2-(2-((3-(1-(2,6-dioxopiperidin-3-yl)-3-methyl-2-oxo-2,3-dihydro-1H-benzo[d]imidazol-5-yl)prop-2-yn-1-yl)oxy)ethoxy)ethoxy)acetate O=C1NC(CCC1N1C(N(C2=C1C=CC(=C2)C#CCOCCOCCOCC(=O)OC(C)(C)C)C)=O)=O